NC=1SC2=C(N1)C(=CC=C2)C2=C(C(=C(C=C2)S(=O)(=O)C[C@H](C)NC(OC(C)(C)C)=O)S(N(CC2=CC=C(C=C2)OC)CC2=CC=C(C=C2)OC)(=O)=O)C=2N=NN(N2)CC2=CC=C(C=C2)OC (S)-tert-butyl (1-((4-(2-aminobenzo[d]thiazol-4-yl)-2-(N,N-bis(4-methoxybenzyl)sulfamoyl)-3-(2-(4-methoxybenzyl)-2H-tetrazol-5-yl)phenyl)sulfonyl)propan-2-yl)carbamate